BrC=1C=C(C=C2C=C(NC12)C1=CCCN(C1)C(=O)OC(C)(C)C)C(=O)N1CC=2N(N=CC2C1)CC tert-butyl 5-[7-bromo-5-(1-ethyl-4,6-dihydropyrrolo[3,4-c]pyrazole-5-carbonyl)-1H-indol-2-yl]-3,6-dihydro-2H-pyridine-1-carboxylate